FC1(CN(C1)CC(=O)NC1=C(C=C(C=C1C)N1CC=2N(CC1)N=C(C2)C(F)(F)F)C)F 2-(3,3-difluoroazetidin-1-yl)-N-(2,6-dimethyl-4-(2-(trifluoromethyl)-6,7-dihydropyrazolo[1,5-a]pyrazin-5(4H)-yl)phenyl)acetamide